(R)-N-((3-(Cyclopropyloxymethyl)thiophen-2-yl)methyl)-2-(9-(pyridin-2-yl)-6-oxaspiro[4.5]decan-9-yl)ethanamine hydrochloride Cl.C1(CC1)OCC1=C(SC=C1)CNCC[C@]1(CCOC2(CCCC2)C1)C1=NC=CC=C1